C(C)OC(CCC(=O)C1=NC(=CC(=C1O)Br)CC1=C(C=CC=C1)F)=O 4-[4-Bromo-3-hydroxy-6-(2-fluoro-benzyl)-pyridin-2-yl]-4-oxo-butyric acid ethyl ester